3-(1-methyl-5-phenyl-1H-pyrazol-3-ylamino)-piperidine-2,6-dione CN1N=C(C=C1C1=CC=CC=C1)NC1C(NC(CC1)=O)=O